BrC=1C=C(C(=NC1)NN)S(=O)(=O)CC (5-bromo-3-ethylsulfonyl-2-pyridyl)hydrazine